N-tert-butylcarbamic acid [3-[[(4Z)-4-(1,3-benzothiazol-6-ylmethylene)-5-oxo-1H-imidazol-2-yl] amino]-1-adamantyl] ester S1C=NC2=C1C=C(C=C2)\C=C\2/N=C(NC2=O)NC21CC3(CC(CC(C2)C3)C1)OC(NC(C)(C)C)=O